FC1=CC2=NN(C=3CCCNC([C@H]4N(C[C@@H](OC5=CC=CC(C(=C1)C23)=C5)C4)C(=O)OC(C)(C)C)=O)C tert-butyl (8S,11S)-22-fluoro-18-methyl-12-oxo-7-oxa-10,13,18,19-tetrazapentacyclo[15.6.1.12,6.18,11.020,24]hexacosa-1(23),2(26),3,5,17(24),19,21-heptaene-10-carboxylate